(2R,3R)-3-(3-(4-(3-trifluoromethoxybenzyloxy)phenyl)isoxazol-5-yl)-2-(2,4-difluorophenyl)-1-(1H-1,2,4-triazol-1-yl)butan-2-ol FC(OC=1C=C(COC2=CC=C(C=C2)C2=NOC(=C2)[C@@H]([C@@](CN2N=CN=C2)(O)C2=C(C=C(C=C2)F)F)C)C=CC1)(F)F